1-(((S)-Oxetan-2-yl)methyl)-2-((3-(3-phenoxyphenyl)pyrrolidin-1-yl)methyl)-1H-benzo[d]imidazole-6-carboxylic acid O1[C@@H](CC1)CN1C(=NC2=C1C=C(C=C2)C(=O)O)CN2CC(CC2)C2=CC(=CC=C2)OC2=CC=CC=C2